FC1=CC(=CC2=C1N=C(O2)C)C2=CC=C1C(N(C=NC1=C2)C2CCN(CC2)C)=O 7-(4-fluoro-2-methyl-1,3-benzoxazol-6-yl)-3-(1-methylpiperidin-4-yl)quinazolin-4(3H)-one